1,2-bisimidazolyl-ethane N1C(=NC=C1)CCC=1NC=CN1